C(CC=C)SC1=NN=NN1C 5-(But-3-en-1-ylthio)-1-methyl-1H-tetrazole